(N-hydroxyethyl-2,2,6,6-tetramethyl-4-hydroxy-piperidyl) succinate C(CCC(=O)[O-])(=O)OC1C(N(C(CC1O)(C)C)CCO)(C)C